6-(2-(4-(5-(difluoromethyl)-1,3,4-oxadiazol-2-yl)-3-fluorobenzyl)-2H-tetrazol-5-yl)isoindolin-1-one t-butyl-N-(4-piperidylmethyl)carbamate C(C)(C)(C)OC(NCC1CCNCC1)=O.FC(C1=NN=C(O1)C1=C(C=C(CN2N=C(N=N2)C2=CC=C3CNC(C3=C2)=O)C=C1)F)F